(R)-3-(4-fluoro-3-methylphenyl)-4,5-dimethyl-5-(trifluoromethyl)furan-2(5H)-one FC1=C(C=C(C=C1)C=1C(O[C@](C1C)(C(F)(F)F)C)=O)C